rel-(2R,3S,4S,5R)-N-(3-carbamoyl-4-cyanophenyl)-3-(3,4-difluoro-2-methoxyphenyl)-4,5-Dimethyl-5-(trifluoromethyl)tetrahydrofuran-2-carboxamide C(N)(=O)C=1C=C(C=CC1C#N)NC(=O)[C@@H]1O[C@]([C@H]([C@H]1C1=C(C(=C(C=C1)F)F)OC)C)(C(F)(F)F)C |o1:14,16,17,18|